6-((4,4-difluorocyclohexyl)methyl)-2-(4-methylthiazol-2-yl)pyrimidin-4-ol FC1(CCC(CC1)CC1=CC(=NC(=N1)C=1SC=C(N1)C)O)F